COC1=CC(=CC2=C1O[C@H]([C@@H](O2)C)C=2C=NC(=CC2)OC)CN2C=NC=1C2=NC(=CC1)[2H] |r| (+/-)-3-(((trans)-8-methoxy-2-(6-methoxypyridin-3-yl)-3-methyl-2,3-dihydrobenzo[b][1,4]dioxin-6-yl)methyl)-3H-imidazo[4,5-b]pyridin-5-d